FC1=CC=C(C=C1)C1=CC(=CC=C1)\C=C/1\C(N(C(S1)=S)CCC)=O (Z)-5-((4'-fluoro-[1,1'-biphenyl]-3-yl)methylene)-3-propyl-2-thioxothiazolidin-4-one